tert-butyl (E)-3-(2-hydroxyethylidene)-2-oxopyrrolidine-1-carboxylate OC\C=C/1\C(N(CC1)C(=O)OC(C)(C)C)=O